BrC1=CC=C(C(=C1)NC[C@H](C)OCC)N (S)-5-bromo-N1-(2-ethoxypropyl)benzene-1,2-diamine